C(C)OC1=C(C(=CC(=C1)C1(OCCO1)C)OCC)C1(CC1)O 1-[2,6-diethoxy-4-(2-methyl-1,3-dioxolan-2-yl)phenyl]cyclopropane-1-ol